(S)-2-((3-Aminotetrahydrothiophen-3-yl)methoxy)-4-(5-methoxyimidazo[1,2-a]pyridin-3-yl)-6-(methylthio)benzonitrile N[C@]1(CSCC1)COC1=C(C#N)C(=CC(=C1)C1=CN=C2N1C(=CC=C2)OC)SC